5-(((1s,4s)-4-(4-carbamimidoyl-phenoxy)cyclohexyl)oxy)picolin-imidamide C(N)(=N)C1=CC=C(OC2CCC(CC2)OC=2C=CC(=NC2)C(N)=N)C=C1